ClC=1C=C(OCC=2C=C(OC3CCN(CC3)CC3=NC4=C(N3C[C@H]3OCC3)C=C(C=C4)C(=O)O)C=CC2)C=C(C1)Cl 2-[(4-{3-[(3,5-dichlorophenoxy)methyl]phenoxy}piperidin-1-yl)methyl]-1-{[(2S)-oxetan-2-yl]methyl}-1H-1,3-benzodiazole-6-carboxylic acid